P(=O)(O)(O)OC1[C@H](NC(C)=O)[C@@H](O)[C@@H](O)[C@H](O1)CO N-acetylgalactosamine 1-phosphate